(S)-2-((tert-Butoxycarbonyl)amino)-3-(1-methylpiperidin-4-yl)propanoic acid methyl ester COC([C@H](CC1CCN(CC1)C)NC(=O)OC(C)(C)C)=O